4-(4-(6-(((1R,3S,5S)-1,5-dimethyl-9-azabicyclo[3.3.1]nonan-3-yl)(methyl)amino)pyridazin-3-yl)-2-fluoro-5-hydroxyphenyl)-1-(fluoromethyl)pyridin-2(1H)-one C[C@]12CC(C[C@](CCC1)(N2)C)N(C2=CC=C(N=N2)C2=CC(=C(C=C2O)C2=CC(N(C=C2)CF)=O)F)C